[Si](C)(C)(C(C)(C)C)OCCCC=1C=C(C=O)C=CC1 3-(3-((tert-butyldimethylsilyl)oxy)propyl)benzaldehyde